N-[4-(4-chlorophenyl)-1-oxophthalazin-2(1H)-yl]-2-(3-methylphenyl)acetamide ClC1=CC=C(C=C1)C1=NN(C(C2=CC=CC=C12)=O)NC(CC1=CC(=CC=C1)C)=O